CC(C([2H])[2H])C 2-methylpropane-1,1-d2